2-amino-5-(cyclopent-1-en-1-yl)pyridine-3-carbonitrile NC1=NC=C(C=C1C#N)C1=CCCC1